CO[Si](CCCNCCCCCCNCCC[Si](OC)(OC)OC)(OC)OC N,N'-bis-[3-(trimethoxysilyl)propyl]hexamethylenediamine